CN(C(CC1CCN(CC1)C1=NC=C(C=N1)C(F)(F)F)=O)OC[C@H](C)NC=1C=NNC(C1C(F)(F)F)=O (S)-N-methyl-N-(2-((6-oxo-5-(trifluoromethyl)-1,6-dihydropyridazin-4-yl)amino)propoxy)-2-(1-(5-(trifluoromethyl)pyrimidin-2-yl)piperidin-4-yl)acetamide